9-(5-((6S,8R)-8-Methyl-7-(2,2,2-Trifluoroethyl)-6,7,8,9-Tetrahydro-3H-Pyrazolo[4,3-F]isoquinolin-6-Yl)Pyrimidin-2-Yl)-1-Oxa-9-Azaspiro[5.5]Undecane-3-Carbaldehyde C[C@H]1N([C@@H](C2=CC=C3C(=C2C1)C=NN3)C=3C=NC(=NC3)N3CCC1(CCC(CO1)C=O)CC3)CC(F)(F)F